Cl.NC[C@@H](C)N1N=C2C(CN([C@@H](C2)C)C(C2=CC(=C(C=C2)Cl)Cl)=O)=C1C(=O)OCC (R)-ethyl 2-((R)-1-aminopropan-2-yl)-5-(3,4-dichlorobenzoyl)-6-methyl-4,5,6,7-tetrahydro-2H-pyrazolo[4,3-c]pyridine-3-carboxylate hydrochloride